OC1=C(C(/C=C/C2=CC=C(C=C2)O[C@H]2[C@H](O)[C@@H](O)[C@H](O)[C@H](O2)CO)=O)C(=CC(=C1)O[C@H]1[C@H](O)[C@@H](O)[C@H](O)[C@H](O1)CO)OC 2'-Hydroxy-4,4'-bis(beta-D-glucopyranosyloxy)-6'-methoxychalcone